1-[7-(5-methyl-1,2,4-oxadiazol-3-yl)isoquinolin-1-yl]ethane-1,2-diamine CC1=NC(=NO1)C1=CC=C2C=CN=C(C2=C1)C(CN)N